FC1=C(C(=O)N[C@@H]2CN(CC2)C2=NC=C(C=C2)C2=C3N=CC=NC3=CC(=C2)NCCC)C=CC=C1 (S)-2-fluoro-N-(1-(5-(7-(propylamino)quinoxalin-5-yl)pyridin-2-yl)pyrrolidin-3-yl)benzamide